OC1=C(C=O)C=C(C=C1OC)\C=C\C1=CC=C(C=C1)N1CCCCC1 (E)-2-hydroxy-3-methoxy-5-(4-(piperidin-1-yl)styryl)benzaldehyde